ClC(C(=O)OCC)C(=O)C(F)F ethyl 2-chloro-4,4-difluoroacetoacetate